lignoceroyl chloride C(CCCCCCCCCCCCCCCCCCCCCCC)(=O)Cl